Fluoroacetic anhydride FCC(=O)OC(CF)=O